(4-((4-Methoxybenzyl)oxy)-3-nitrophenyl)methanol COC1=CC=C(COC2=C(C=C(C=C2)CO)[N+](=O)[O-])C=C1